ClC1=C(C(=CC=C1)F)CC1=NOC(N1CC1=NC=C(C=N1)F)=O 3-[(2-chloro-6-fluorophenyl)methyl]-4-[(5-fluoropyrimidin-2-yl)methyl]-4,5-dihydro-1,2,4-oxadiazol-5-one